CC1=CC=CC(=N1)C=1N=C2N(CC(N2)CNC(C)=O)C1C1=CC=2C=NC=CC2S1 N-((6-(6-methylpyridin-2-yl)-5-(thieno[3,2-c]pyridin-2-yl)-2,3-dihydro-1H-imidazo[1,2-a]imidazol-2-yl)methyl)acetamide